2-Ethyl-4-hydroxy-5-methyl-3(2H)-furanon C(C)C1OC(=C(C1=O)O)C